FC1=C(C=CC(=C1)C(=O)N)C1=C(C=C(C=C1)F)OCC#C 2,4'-difluoro-2'-(prop-2-yn-1-yloxy)-[1,1'-biphenyl]-4-carboxamide